6''-BROMO-3,3-DIFLUORO-8''-METHYL-2''H-DISPIRO[CYCLOBUTANE-1,1'-CYCLOBUTANE-3',3''-IMIDAZO[1,5-A]PYRIDINE]-1'',5''-DIONE BrC1=CC(=C2N(C1=O)C1(NC2=O)CC2(C1)CC(C2)(F)F)C